ethyl α-methyldiethoxysilylpropionate C[Si](C(C(=O)OCC)C)(OCC)OCC